(4-((6-Chloro-5-methyl-3-nitropyridin-2-yl)amino)phenyl)methanol ClC1=C(C=C(C(=N1)NC1=CC=C(C=C1)CO)[N+](=O)[O-])C